4-hydroxy-3-(5-(2-((2-(trimethylsilyl)ethoxy)methyl)-2H-tetrazol-5-yl)pyridin-3-yl)phenyl (cyclohexylmethyl)carbamate C1(CCCCC1)CNC(OC1=CC(=C(C=C1)O)C=1C=NC=C(C1)C=1N=NN(N1)COCC[Si](C)(C)C)=O